ethyl 7-bromo-6-chloro-3-(3-(naphthalen-1-yloxy)propyl)-1H-indole-2-carboxylate BrC=1C(=CC=C2C(=C(NC12)C(=O)OCC)CCCOC1=CC=CC2=CC=CC=C12)Cl